N-(3-amino-2,6-dimethyl-phenyl)-2-[3-methyl-5-(1-piperidylsulfonyl)indol-1-yl]propanamide NC=1C(=C(C(=CC1)C)NC(C(C)N1C=C(C2=CC(=CC=C12)S(=O)(=O)N1CCCCC1)C)=O)C